3-[4,5-dimethylthiazol-2-yl]2,5-Diphenyltetrazolium bromide [Br-].CC=1N=C(SC1C)N1N([NH2+]C(=N1)C1=CC=CC=C1)C1=CC=CC=C1